bicyclo[2.2.1]heptenyltriethoxysilane C12=C(CC(CC1)C2)[Si](OCC)(OCC)OCC